C(C)(C)(C)OC(=O)N1CCN(CC1)C1=NN=C(C2=CC(=C(C=C12)Cl)Cl)C1=CC=CC=C1 4-(6,7-dichloro-4-phenylphthalazin-1-yl)piperazine-1-carboxylic acid tert-butyl ester